6-chloro-4-(1-ethoxyethenyl)-1H,3H-furo[3,4-c]pyridine ClC1=CC2=C(C(=N1)C(=C)OCC)COC2